(S)-8-amino-N-(2-(2-cyano-4,4-Difluoropyrrolidin-1-yl)-2-carbonylethyl)quinoline-4-carboxamide NC=1C=CC=C2C(=CC=NC12)C(=O)NCC(=C=O)N1[C@@H](CC(C1)(F)F)C#N